6-(ethylamino)-1-benzofuran-2-carboxamid C(C)NC1=CC2=C(C=C(O2)C(=O)N)C=C1